BrC=1C(=NC(=CC1)C(F)(F)F)C 3-bromo-2-methyl-6-(tri-fluoro-methyl)-pyridine